CN(CCCN(C(C(C(C(C(C(C(C(F)(F)F)(F)F)(F)F)(F)F)(F)F)(F)F)(F)F)=O)C(CCCCCC(=O)OCC(CCCC)CC)CCCCCC(=O)OCC(CCCC)CC)C BIS(2-ETHYLHEXYL) 7-(N-(3-(DIMETHYLAMINO)PROPYL)-2,2,3,3,4,4,5,5,6,6,7,7,8,8,8-PENTADECAFLUOROOCTANAMIDO)TRIDECANEDIOATE